1-isopropylallyl carbamate C(N)(OC(C=C)C(C)C)=O